N-[(3S)-piperidin-3-yl]-4-(quinolin-8-yloxy)-5-(trifluoromethyl)pyrimidin-2-amine N1C[C@H](CCC1)NC1=NC=C(C(=N1)OC=1C=CC=C2C=CC=NC12)C(F)(F)F